5-[(4R,9aR)-4-methyl-8-(5,6,7,8-tetrahydro-2,6-naphthyridin-1-yl)-3,4,6,7,9,9a-hexahydro-1H-pyrazino[1,2-a]pyrazin-2-yl]quinoline-8-carbonitrile C[C@@H]1CN(C[C@H]2N1CCN(C2)C2=NC=CC=1CNCCC21)C2=C1C=CC=NC1=C(C=C2)C#N